ClC1=CC(=NC(=C1O)Cl)C(=O)N1C(CCC1)C(=O)NCC1=C(C=CC=C1)OC(F)(F)F 1-(4,6-dichloro-5-hydroxypicolinoyl)-N-(2-(trifluoromethoxy)benzyl)pyrrolidine-2-carboxamide